CNC(=O)C1=CC=C(C=N1)NC(=O)C1CC12CCN(CC2)C(=O)OC(C(F)(F)F)C(F)(F)F 1,1,1,3,3,3-Hexafluoropropan-2-yl 1-((6-(methylcarbamoyl)pyridin-3-yl)carbamoyl)-6-azaspiro[2.5]octane-6-carboxylate